2,6-difluoro-3-nitrobenzoic acid methyl ester COC(C1=C(C(=CC=C1F)[N+](=O)[O-])F)=O